ClC1=CC(=C(C=C1)N1CCC(CC1)(C(=O)N[C@@H]1CN(CC1)C)C=1N=NC(=CC1)C=1N(C=CC1)C)C#N 1-(4-chloro-2-cyanophenyl)-4-[6-(1-methyl-1H-pyrrol-2-yl)pyridazin-3-yl]-N-[(3S)-1-methylpyrrolidin-3-yl]piperidine-4-carboxamide